N1CNCC(=C1)C#N 1,2,3,4-tetrahydropyrimidine-5-carbonitril